icosyl ether C(CCCCCCCCCCCCCCCCCCC)OCCCCCCCCCCCCCCCCCCCC